COC(CC(C)(C1=NC(=CC=C1)OC)C#N)=O.C(C)OC=1C(=NC=C(C1)F)OC=1C=C(C=NC1)C1=NC=C(C=N1)C(=O)N[C@@H]1CNCC[C@@H]1F 2-(5-((3-ethoxy-5-fluoropyridin-2-yl)oxy)pyridin-3-yl)-N-((3R,4S)-4-fluoropiperidin-3-yl)pyrimidine-5-carboxamide methyl-3-cyano-3-(6-methoxypyridin-2-yl)butanoate